COC1=CC=C(C=C1)C(C)C 2-methoxy-5-(propan-2-yl)benzene